methyl (3R,4S)-3,4-dihydroxycyclopentane-1-carboxylate O[C@@H]1CC(C[C@@H]1O)C(=O)OC